tert-butyl((1-((3-bromo-5-(3-methoxypropoxy)phenyl)sulfonyl)-5-(2-fluorophenyl)-1H-pyrrole-3-yl)methyl)(methyl)carbamate C(C)(C)(C)OC(N(C)CC1=CN(C(=C1)C1=C(C=CC=C1)F)S(=O)(=O)C1=CC(=CC(=C1)OCCCOC)Br)=O